CC(CC)OC(=O)C1=CCC(CC1)C(=C)C 4-(1-methylethenyl)-1-cyclohexene-1-carboxylic acid 1-methylpropyl ester